C(C)(C)(C)OC(=O)N1[C@@H]2[C@H](C[C@H]1C(=O)O)CCC2 (2S,3aS,6aS)-1-(tert-butoxycarbonyl)-hexahydro-2H-cyclopenta[b]pyrrole-2-carboxylic acid